C1(CC1)N1C(=NC(=C1)C(F)(F)F)C1=CC=C(C=C1)CC1=NC(=NC2=NC(C(N=C12)C=1N=CN(C1)C)=O)C=1C(=NC=NC1OC)C1CC1 {4-[1-cyclopropyl-4-(trifluoromethyl)imidazol-2-yl]phenyl-methyl}-2-(4-cyclopropyl-6-methoxypyrimidin-5-yl)-6-(1-methylimidazol-4-yl)pteridin-7-one